2,7-dinitro-9-fluorenone [N+](=O)([O-])C1=CC=2C(C3=CC(=CC=C3C2C=C1)[N+](=O)[O-])=O